[Br-].C[N+]1=CNC=C1 3-methylimidazolium bromid